NC=1C=C(C(=CC1N)C1=CC=C(C=C1)N(C1=CC=C(C=C1)C(C)(C)C)C1=CC=C(C=C1)C(C)(C)C)C#N 4,5-diamino-4'-(bis(4-(tert-butyl)phenyl)amino)-[1,1'-biphenyl]-2-carbonitrile